N-Cyclohexyl-aminomethyl-triethoxysilan C1(CCCCC1)NC[Si](OCC)(OCC)OCC